(E)-1-(thiophen-2-yl)-N-(thiophen-2-ylmethyl)methanimine S1C(=CC=C1)\C=N\CC=1SC=CC1